C1N(CC2C1CNC2)C(=O)[C@H]2[C@H](C2)C=2C=C1C(=C(NC1=CC2)C2=CC(=NC=C2)C)C(C)C (hexahydropyrrolo[3,4-c]pyrrol-2(1H)-yl)((1r,2s)-2-(3-isopropyl-2-(2-methylpyridin-4-yl)-1H-indol-5-yl)cyclopropyl)methanone